O[C@H](COC=1C=C(C=CC1)S(=O)(=O)NC)CNC1COC2(C1)CCN(CC2)S(=O)(=O)C2=CC1=CC=CC=C1C=C2 3-((2S)-2-hydroxy-3-(8-(naphthalene-2-ylsulfonyl)-1-oxa-8-azaspiro[4.5]dec-3-ylamino)propoxy)-N-methylbenzenesulfonamide